FC(C)(F)C1=NC(=CC(=N1)N1N=C(C=2C=NC(=CC21)C(C(=O)N)C)N2CC(CC2)N(C)C)CC (1-(2-(1,1-difluoroethyl)-6-ethylpyrimidin-4-yl)-3-(3-(dimethylamino)pyrrolidin-1-yl)-1H-pyrazolo[4,3-c]pyridin-6-yl)propanamide